2-[(3-ethoxy-3-oxo-propionyl)amino]Pyridine-3-carboxylic acid methyl ester COC(=O)C=1C(=NC=CC1)NC(CC(=O)OCC)=O